5-benzyl-4-(4'-cyclopropyl-2'-fluoro-2,3,4,5-tetrahydro-[1,1'-biphenyl]-4-yl)-2,6-dimethoxypyrimidine C(C1=CC=CC=C1)C=1C(=NC(=NC1OC)OC)C1CCC(=CC1)C1=C(C=C(C=C1)C1CC1)F